2-Morpholinoethanesulfonic acid, monohydrate O.O1CCN(CC1)CCS(=O)(=O)O